ONC(OC(C)(C)C)=O tert-butyl hydroxycarbamate